2-[4-[4-[(2,6-dioxo-3-piperidyl)oxy]-2-methylsulfonyloxy-phenyl]-1-piperidyl]acetic acid O=C1NC(CCC1OC1=CC(=C(C=C1)C1CCN(CC1)CC(=O)O)OS(=O)(=O)C)=O